C(C)(C)(C)N(C(O)=O)[C@]12CN(CC2C1)[C@@H](C)C1=CC=CC=C1.O1CCC(CC1)C[2H] (tetrahydro-2H-pyran-4-yl)methane-d tert-butyl-{(1R)-3-[(1S)-1-phenylethyl]-3-azabicyclo[3.1.0]hexan-1-yl}carbamate